1-(3-(5-(1-((1-acetylpiperidin-4-yl)methyl)-1H-pyrazol-4-yl)-4-amino-7-methyl-7H-pyrrolo[2,3-d]pyrimidin-6-yl)pyrrolidin-1-yl)prop-2-en-1-one C(C)(=O)N1CCC(CC1)CN1N=CC(=C1)C1=C(N(C=2N=CN=C(C21)N)C)C2CN(CC2)C(C=C)=O